OC1(CCC(CC1)NC(=O)C1C[C@H]2CC[C@@H](C1)N2C(=O)C2=NNC(=C2)C2=CC(=NC=C2)CO)C(F)(F)F (1R,3s,5S)-N-((1r,4R)-4-hydroxy-4-(trifluoromethyl)cyclohexyl)-8-(5-(2-(hydroxymethyl)pyridin-4-yl)-1H-pyrazole-3-carbonyl)-8-azabicyclo[3.2.1]octane-3-carboxamide